CN=C(N(C1=CC=CC=C1)I)N methyl-iodophenyl-guanidine